ClC1=NC=C2C(=N1)N(N=C2)C2=CC=CC=C2 6-chloro-1-phenyl-1H-pyrazolo[3,4-d]Pyrimidine